CC(C)(CCC[C@@H](C)[C@H]1CC[C@H]2/C(/CCC[C@]12C)=C/CN1N=NC(=C1)C1=CC=CC=C1)O (R)-2-Methyl-6-{(1R,3aS,7aR,E)-7a-methyl-4-[2-(4-phenyl-1H-1,2,3-triazol-1-yl)ethylidene]octahydro-1H-inden-1-yl}heptan-2-ol